(R or S)-5-(2-(3-(1,4-dioxan-2-yl)-3-(2-(thiophen-2-yl)ethyl)pyrrolidin-1-yl)propan-2-yl)-2-methylpyridine O1C(COCC1)[C@]1(CN(CC1)C(C)(C)C=1C=CC(=NC1)C)CCC=1SC=CC1 |o1:6|